C(CC)C1(C=CC=C1)[Zr](N(C)C)(N(C)C)N(C)C n-propylcyclopentadienyl-tris(dimethylamino)zirconium